tert-butyl (2-(4-((1-(difluoromethoxy)isoquinolin-5-yl)sulfonyl)piperazin-1-yl)ethyl)(methyl)carbamate FC(OC1=NC=CC2=C(C=CC=C12)S(=O)(=O)N1CCN(CC1)CCN(C(OC(C)(C)C)=O)C)F